(5-ethyl-1,2,3-thiadiazol-4-yl)methanol C(C)C1=C(N=NS1)CO